C(C)(C)(C)OC(=O)N1CCC(CC1)C1C=2N(NCC1)C(=C(N2)C2=CC=C(C=C2)OC)C(=O)O 8-(1-(tert-butoxycarbonyl)piperidin-4-yl)-2-(4-methoxyphenyl)-5,6,7,8-tetrahydroimidazo[1,2-b]pyridazine-3-carboxylic acid